C1(CC1)CNC(C=1C=C(C=CC1)NC(=O)C=1N(N=C(C1)C(F)(F)F)C1=CC(=CC=C1)CN)C1=CC=C(C2=CC=CC=C12)N(C)C 2-(3-Aminomethyl-phenyl)-5-trifluoromethyl-2H-pyrazole-3-carboxylic acid {3-[(cyclopropylmethyl-amino)-(4-dimethylamino-naphthalen-1-yl)-methyl]-phenyl}-amide